sodium 11-mercapto-7,8-dimethylundecane-1-sulfonate SCCCC(C(CCCCCCS(=O)(=O)[O-])C)C.[Na+]